tert-butyl (3S)-3-[(1R)-1-hydroxy-2-[[6-(spiro[3.3]heptan-2-ylamino)pyrimidine-4-carbonyl]amino]-ethyl]-7-[(4-methyloxazol-5-yl)methoxy]-3,4-dihydro-1H-isoquinoline-2-carboxylate O[C@H](CNC(=O)C1=NC=NC(=C1)NC1CC2(C1)CCC2)[C@H]2N(CC1=CC(=CC=C1C2)OCC2=C(N=CO2)C)C(=O)OC(C)(C)C